COC=1C=C(CCC2=CC(=NN2)NC(C2=CC=C(C=C2)N2C[C@@H](N([C@@H](C2)C)CCCO)C)=O)C=C(C1)OC N-(5-(3,5-dimethoxyphenethyl)-1H-pyrazol-3-yl)-4-((3S,5R)-4-(3-hydroxypropyl)-3,5-dimethylpiperazin-1-yl)benzamide